2-[6-bromo-4-(2-methoxyethoxy)-1-oxophthalazin-2-yl]-N-(5-fluoropyrimidin-2-yl)acetamide tert-butyl-(4S)-4-isobutyl-4-methyl-1,2,3-oxathiazolidine-3-carboxylate C(C)(C)(C)OC(=O)N1SOC[C@]1(C)CC(C)C.BrC=1C=C2C(=NN(C(C2=CC1)=O)CC(=O)NC1=NC=C(C=N1)F)OCCOC